(R)-4-(3-(3-aminoazepine-1-carbonyl)-1-(4-cyclopropyl-2-fluorophenyl)-1H-pyrazol-5-yl)-2-fluorobenzonitrile NC1=CN(C=CC=C1)C(=O)C1=NN(C(=C1)C1=CC(=C(C#N)C=C1)F)C1=C(C=C(C=C1)C1CC1)F